O=C1NC(CCC1NC(=O)C=1C=C(CNC(OC(C)(C)C)=O)C=CC1[N+](=O)[O-])=O tert-butyl (3-((2,6-dioxopiperidin-3-yl)carbamoyl)-4-nitrobenzyl)carbamate